N(=C=O)C1CC(CC(C1)(C)C)(C)CN=C=O 1-Isocyanato-3-isocyanatomethyl-3,5,5-trimethylcyclohexan